N-(3-Chloro-4-fluorophenyl)-4-(5-(4-fluoro-3-((2-hydroxy-2-methylpropyl)amino)-1-methyl-1H-pyrazol-5-yl)-5-hydroxyoctahydropentalen-2-yl)-1-methyl-1H-imidazole-5-carboxamide ClC=1C=C(C=CC1F)NC(=O)C1=C(N=CN1C)C1CC2CC(CC2C1)(O)C1=C(C(=NN1C)NCC(C)(C)O)F